4-chloro-2-fluoro-N-[(1S)-2-hydroxy-1-{3-[4-(trifluoromethyl)phenyl]-1,2,4-oxadiazol-5-yl}ethyl]benzamide ClC1=CC(=C(C(=O)N[C@@H](CO)C2=NC(=NO2)C2=CC=C(C=C2)C(F)(F)F)C=C1)F